FC(C(=O)O)(F)F.ClC=1C=C(C=CC1)N1N=CC(=N1)C(=O)NC[C@@H]1CNCC1 (S)-2-(3-chlorophenyl)-N-(pyrrolidin-3-ylmethyl)-2H-1,2,3-triazole-4-carboxamide trifluoroacetate